2',3'-Dimethylspiro[cyclohexane-4,1'-inden]-1-one CC=1C2(C3=CC=CC=C3C1C)CCC(CC2)=O